trimethyl-[2-(phenylthio)ethoxy]silane C[Si](OCCSC1=CC=CC=C1)(C)C